[C-]#N.C(CCC)[N+]1=C(C=CC=C1)CCCC 1,2-dibutylpyridinium cyanide